C(C)(=O)OC=1C(C=CN2N(CC3(C(C21)=O)CC3)[C@@H]3C2=C(SCC1=C3C(=CC(=C1F)F)C#C)C=CC=C2)=O (S)-1'-(10-ethynyl-7,8-difluoro-6,11-dihydrodibenzo[b,e]thiepin-11-yl)-4',6'-dioxo-1',2',4',6'-tetrahydrospiro[cyclopropane-1,3'-pyrido[1,2-b]pyridazin]-5'-yl acetate